ICCC[Na] iodopropyl-sodium